FC=1C=C(CN2C(\C(\C3=CC(=CC=C23)[N+](=O)[O-])=C/C=2NC(=CC2C)C)=O)C=CC1F (Z)-1-(3,4-difluorobenzyl)-3-((3,5-dimethyl-1H-pyrrol-2-yl)methylene)-5-nitro-2-indolinone